2-(4-(2-((3-(Bis(2-hydroxytetradecyl)amino)propyl)disulfaneyl)ethyl)piperazin-1-yl)ethyl 5-(bis((9Z,12Z,15Z)-2-hydroxyoctadeca-9,12,15-trien-1-yl)amino)pentanoate OC(CN(CCCCC(=O)OCCN1CCN(CC1)CCSSCCCN(CC(CCCCCCCCCCCC)O)CC(CCCCCCCCCCCC)O)CC(CCCCCC\C=C/C\C=C/C\C=C/CC)O)CCCCCC\C=C/C\C=C/C\C=C/CC